COC=1C=C(\C=N\NC(=O)C2=NC(=CN=C2)C2=CC=C(C=C2)OC(C)C)C=C(C1)OC (E)-N'-(3,5-dimethoxybenzylidene)-6-(4-isopropoxyphenyl)pyrazine-2-carbohydrazide